5-Fluoro-4-(6-fluoro-4H-benzo[b]imidazo[1,5-d][1,4]oxazin-8-yl)-N-(5-(1-methylpiperidin-4-yl)pyridin-2-yl)pyrimidin-2-amine FC=1C(=NC(=NC1)NC1=NC=C(C=C1)C1CCN(CC1)C)C1=CC2=C(OCC=3N2C=NC3)C(=C1)F